BrC=1C(=C2C(=NC1)N=C(N2)C2=C(N(C(=C2)C)C=2C=C(C(=O)N)C=CC2)C)N[C@@H]2CN(CC2)S(=O)(=O)CC (S)-3-(3-(6-Bromo-7-((1-(ethylsulfonyl)pyrrolidin-3-yl)amino)-1H-imidazo[4,5-b]pyridin-2-yl)-2,5-dimethyl-1H-pyrrol-1-yl)benzamid